S1C=CC2=C1C=CC(=C2)CC(C)NC [1-(1-benzothiophen-5-yl)propan-2-yl](methyl)amine